SCC1=CC=C(C=C)C=C1 p-mercaptomethyl-styrene